N-(4-((4-hydroxybenzyl)amino)phenyl)pent-4-ynamide OC1=CC=C(CNC2=CC=C(C=C2)NC(CCC#C)=O)C=C1